ON1C(=C(C(C2=CC=CC=C12)=O)CC1=CC=C(C=C1)F)C 1-hydroxy-2-methyl-3-(4-fluorobenzyl)-4(1H)-quinolinone